FC(CNC1CCC(CC1)NC(=O)C1=NC(=C2N1C=CN=C2)N2C=NC=C2)F N-((1r,4r)-4-((2,2-difluoroethyl)amino)cyclohexyl)-1-(1H-imidazol-1-yl)imidazo[1,5-a]pyrazine-3-carboxamide